C(C)(C)(C)OC(=O)N1C(C(C1)C=1OC(=NN1)C1=CC(=C(C=C1)Br)COC)C(C)(C)C tert-butyl-3-(5-(4-bromo-3-(methoxymethyl)phenyl)-1,3,4-oxadiazol-2-yl)azetidine-1-carboxylic acid tert-butyl ester